COC(C1=CC(=C(C=C1)N)C=O)=O 4-Amino-3-formyl-benzoic acid methyl ester